C(CC=C)OC1=C(C=C(C=C1)C1=NOC(=N1)[C@H]1N(CCC1)C(=O)OC(C)(C)C)C(F)(F)F tert-butyl (S)-2-(3-(4-(but-3-en-1-yloxy)-3-(trifluoromethyl)phenyl)-1,2,4-oxadiazol-5-yl)pyrrolidine-1-carboxylate